FCC(C)NC(CC)=O N-(1-fluoropropane-2-yl)propanamide